CC1C(CCC(C1)(C)C)=O 3,5,5-trimethyl-2-cyclohexanone